2,4-dimethyl-4-octenoic acid CC(C(=O)O)CC(=CCCC)C